2,2'-oxodiethanol O(CCO)CCO